NC1=NC=CC=C1C1=NC=2C(=NC(=CC2)C2=CC=CC=C2)N1C1=CC(=C(CN2CCC(CC2)C(=O)O)C=C1)F 1-(4-(2-(2-aminopyridin-3-yl)-5-phenyl-3H-imidazo[4,5-b]pyridin-3-yl)-2-fluorobenzyl)piperidine-4-carboxylic acid